7-isopropoxy-2-((1R,4S)-1-methyl-2-oxabicyclo[2.2.1]hept-4-yl)-N-(6-methylpyrazolo[1,5-a]pyrimidin-3-yl)imidazo[1,2-a]pyrimidine-6-carboxamide C(C)(C)OC1=NC=2N(C=C1C(=O)NC=1C=NN3C1N=CC(=C3)C)C=C(N2)[C@]23CO[C@](CC2)(C3)C